OC=1C(C2=CC=CC(=C2C(C1CC1=CC=C(C=C1)C(C)(C)C)=O)S)=O 2-hydroxy-3-p-tert-butyl-benzyl-mercapto-1,4-naphthoquinone